CC1=C(C=NN1CC(C)(C)C)C=1C(=NC(=CC1)NC)C(=O)OC(C)(C)C tert-butyl 3-(5-methyl-1-neopentyl-1H-pyrazol-4-yl)-6-(methylamino)picolinate